C(C)OC1=C(C=CC(=C1C)CO)C(C)=O 1-[2-ethoxy-4-(hydroxymethyl)-3-methylphenyl]ethane-1-one